CC1(OCCO1)C1=CC=C(C=C1)C1=NOC(=N1)CCCNC(OC(C)(C)C)=O tert-butyl (3-(3-(4-(2-methyl-1,3-dioxolan-2-yl)phenyl)-1,2,4-oxadiazol-5-yl)propyl)carbamate